[K].C(C)NC=1NOC2=C(C1)C=CC=C2 ethylaminobenzoxazine potassium